OC[C@H]1N(CCC1)C1=C2C(=NC(=N1)NC=1N=CN(C1)C1=CC(=C(C(=C1)OC)OC)OC)N(N=C2C)[C@H]2CC[C@H](CC2)O (cis)-4-(4-((S)-2-(hydroxymethyl)pyrrolidin-1-yl)-3-methyl-6-((1-(3,4,5-trimethoxyphenyl)-1H-imidazol-4-yl)amino)-1H-pyrazolo[3,4-d]pyrimidin-1-yl)cyclohexanol